BrC1=C(C=CC=C1)C(=O)C=1C=NN2C1C(=CC=C2)OC bromo-4-methoxy-pyrazolo[1,5-a]pyridin-3-yl-phenyl-methanone